C(C)(C)C1=C(NC2=CC=C(C=C12)C1CCN(CC1)CC(=O)NC)C1=C(N(C(C(=C1)OC)=O)C)C 2-(4-(3-isopropyl-2-(5-methoxy-1,2-dimethyl-6-oxo-1,6-dihydropyridin-3-yl)-1H-indol-5-yl)piperidin-1-yl)-N-methylacetamide